COC1=CC=C(C=N1)C1CCC2(CC3=CC=CC=C3C2)CC1 4-(6-methoxypyridin-3-yl)-1',3'-dihydrospiro[cyclohexane-1,2'-indene]